(1-methylcyclopropyl)amino-6-(1H-pyrazol-4-yl)quinoline-3-carboxamide CC1(CC1)NC1=NC2=CC=C(C=C2C=C1C(=O)N)C=1C=NNC1